5-[6-(cyclopropylamino)-2-fluoropyridin-3-yl]-1-(oxetan-3-yl)-N-[(3S)-9-fluoro-2-oxo-5-phenyl-1,3-dihydro-1,4-benzodiazepine-3-Yl]pyrazole-4-carboxamide C1(CC1)NC1=CC=C(C(=N1)F)C1=C(C=NN1C1COC1)C(=O)N[C@@H]1C(NC2=C(C(=N1)C1=CC=CC=C1)C=CC=C2F)=O